NC1=NC=C2N(C(N(C2=N1)[C@@H]1O[C@@H](C[C@H]1O)CO)=O)CC1=CC(=NO1)O 2-Amino-9-((2R,3R,5S)-3-hydroxy-5-(hydroxymethyl)tetrahydrofuran-2-yl)-7-((3-hydroxyisoxazol-5-yl)methyl)-7,9-dihydro-8H-purin-8-on